8-Hydroxy-7-(1,2,3,4-tetrahydroquinoline-1-carbonyl)-1,2,3,4-tetrahydro-5H-chromeno[3,4-c]pyridin-5-one OC=1C=CC2=C(C1C(=O)N1CCCC3=CC=CC=C13)OC(C=1CNCCC12)=O